OCCN(C(OC(C)(C)C)=O)CCO tert-Butyl bis(2-hydroxyethyl)carbamate